BrC1=CC(=C(C=N1)SC(OCC)=S)C O-ethyl (6-bromo-4-methyl-3-pyridyl)sulfanylmethanethioate